(1-(5,5-difluoropentyl)-1H-pyrrol-3-yl)(phenyl)methanone tert-butyl-3-oxo-1-oxa-8-azaspiro[4.5]decane-8-carboxylate C(C)(C)(C)OC(=O)N1CCC2(CC(CO2)=O)CC1.FC(CCCCN1C=C(C=C1)C(=O)C1=CC=CC=C1)F